4-chloro-3,5,7-trimethyl-N-(1-methylpiperidin-4-yl)-1,8-naphthyridin-2-amine ClC1=C(C(=NC2=NC(=CC(=C12)C)C)NC1CCN(CC1)C)C